O([C@@H]1[C@H](O)[C@@H](O)[C@H](O)[C@H](O1)C)C methyl 6-deoxy-alpha-D-glucopyranoside